(E)-2-(5-(cis-2,2-dimethyl-3-(4-(trifluoromethyl)phenyl)cyclobutoxy)-2-nitrophenyl)-N,N-dimethylethen-1-amine CC1([C@H](C[C@H]1C1=CC=C(C=C1)C(F)(F)F)OC=1C=CC(=C(C1)/C=C/N(C)C)[N+](=O)[O-])C